7-bromo-5-chloro-2-isopropylbenzofuran BrC1=CC(=CC=2C=C(OC21)C(C)C)Cl